monomenthyl glutamate N[C@@H](CCC(=O)[O-])C(=O)OC1CC(CCC1C(C)C)C